bromo-5,7'-dimethyl-3',4'-dihydro-1'h-spiro[pyrrolidine-3,2'-[1,8]naphthyridine]-1-carboxylic acid tert-butyl ester C(C)(C)(C)OC(=O)N1CC2(N(C3=NC(=CC=C3CC2)C)Br)CC1C